Cl.C(C1=CC=CC=C1)OC=1C=C(CNC)C=CC1 [3-(benzyloxy)benzyl]methylamine hydrochloride